S1C(=CC2=C1CNCC2)C(=O)O 4H,5H,6H,7H-thieno[2,3-c]pyridine-2-carboxylic acid